2-[(3R)-2,6-dioxo-3-piperidyl]1-oxo-isoindoline O=C1NC(CC[C@H]1N1C(C2=CC=CC=C2C1)=O)=O